1-(3-fluoropyridin-2-yl)methanamine FC=1C(=NC=CC1)CN